C(C)(C)(C)C1=CC=C(C=C1)N1C(C2(CC2C1=C)C1=CC=C(C=C1)Cl)=O 3-(4-(tert-butyl)phenyl)-1-(4-chlorophenyl)-4-methylene-3-azabicyclo[3.1.0]hexane-2-one